(2S,4R)-4-[4-(3-methyl-[1,2,4]triazol-1-yl)-2-trifluoromethyl-benzenesulfonyl]-1-(1-trifluoromethyl-cyclopropanecarbonyl)-pyrrolidine-2-carboxylic acid (1-cyano-cyclopropyl)-amide C(#N)C1(CC1)NC(=O)[C@H]1N(C[C@@H](C1)S(=O)(=O)C1=C(C=C(C=C1)N1N=C(N=C1)C)C(F)(F)F)C(=O)C1(CC1)C(F)(F)F